C(C1=CC=CC=C1)OC(=O)O[C@@H]1C[C@H](N(C1)C1=CC=C(C(=O)OC)C=C1)COC(F)F methyl 4-((2S,4R)-4-(((benzyloxy)carbonyl)oxy)-2-((difluoromethoxy)methyl)pyrrolidin-1-yl)benzoate